(1,3-dimethyl-piperidine-3-yl)methanol CN1CC(CCC1)(C)CO